1,3,5-tris(3,5-di-tert-butyl-4-hydroxybenzyl)1,3,5-triazine-2,4,6(1H,3H,5H)trione C(C)(C)(C)C=1C=C(CN2C(N(C(N(C2=O)CC2=CC(=C(C(=C2)C(C)(C)C)O)C(C)(C)C)=O)CC2=CC(=C(C(=C2)C(C)(C)C)O)C(C)(C)C)=O)C=C(C1O)C(C)(C)C